C(CCCCCCCCCC)(=O)C(OP(OC[C@@H](CO)O)(=O)[O-])(C[N+](C)(C)C)C(CCCCCCCCCC)=O diundecanoyl-sn-glycero-3-phosphocholine